8-isopropyl-2-(trifluoromethyl)pyrido[2,3-d]Pyridazin-5(6H)-one C(C)(C)C1=NNC(C2=C1N=C(C=C2)C(F)(F)F)=O